tert-butyl (5-(4-chloro-3-(neopentyloxy)phenyl)-4-(4-(trifluoromethyl) phenyl)pyrimidin-2-yl)carbamate ClC1=C(C=C(C=C1)C=1C(=NC(=NC1)NC(OC(C)(C)C)=O)C1=CC=C(C=C1)C(F)(F)F)OCC(C)(C)C